C[C@H]1[C@H]([C@H]([C@H](C(O1)OP(=O)([O-])OP(=O)([O-])OC[C@@H]2[C@H](C[C@@H](O2)N3C=C(C(=O)NC3=O)C)O)O)O)O The molecule is a nucleotide-sugar oxoanion arising from deprotonation of the phosphate OH groups of dTDP-6-deoxy-L-talose; major species at pH 7.3. It is a conjugate base of a dTDP-6-deoxy-L-talose.